C(C1=CC=CC=C1)OCCOCCCCCC(=O)O 6-(2-(benzyloxy)ethoxy)hexanoic acid